3,5-difluoro-4-hydroxy-Benzenemethanol FC=1C=C(C=C(C1O)F)CO